C(C)OC=1C=C(C=CC1O)/C=C/C(=O)C1=CC=C(OCC#N)C=C1 2-[4-[(E)-3-(3-Ethoxy-4-hydroxyphenyl)prop-2-enoyl]phenoxy]acetonitrile